6-(3-cyanopyrrolo[1,2-b]pyridazin-7-yl)-N-((R)-2-fluoro-3-hydroxy-3-methylbutyl)-4-(((1r,4R)-4-(pyrimidin-5-yl)cyclohexyl)amino)nicotinamide C(#N)C1=CC=2N(N=C1)C(=CC2)C2=NC=C(C(=O)NC[C@H](C(C)(C)O)F)C(=C2)NC2CCC(CC2)C=2C=NC=NC2